(5-((2'-acetyl-5-fluoro-[1,1'-biphenyl]-2-yl)oxy)pyrimidin-4-yl)-2,6-diazaspiro[3.3]heptane-2-carboxylic acid tert-butyl ester C(C)(C)(C)OC(=O)N1C(C2(C1)CNC2)C2=NC=NC=C2OC2=C(C=C(C=C2)F)C2=C(C=CC=C2)C(C)=O